Cl.CN(C(C)=O)C N,N-dimethyl-acetamide hydrochloride